NC1=NC=CC(=C1F)C1=NNC2=NC(=CN=C21)N2CCC1(CC2)[C@H](C2=CC=CC=C2C1)N (R)-1'-(3-(2-amino-3-fluoropyridin-4-yl)-1H-pyrazolo[3,4-b]pyrazin-6-yl)-1,3-dihydrospiro[indene-2,4'-piperidin]-1-amine